4-chloro-2,6-diphenylpyrimidine ClC1=NC(=NC(=C1)C1=CC=CC=C1)C1=CC=CC=C1